ClC1=CC(=NC=C1)NC=1N=CN(C1)C1OCCCC1 4-chloro-N-(1-(tetrahydro-2H-pyran-2-yl)-1H-imidazol-4-yl)pyridin-2-amine